5-chloro-4-methyl-6-[1-methyl-5-(trifluoromethyl)benzimidazol-2-yl]pyridin-2-carboxamide ClC=1C(=CC(=NC1C1=NC2=C(N1C)C=CC(=C2)C(F)(F)F)C(=O)N)C